4-(4-fluorophenyl)-1-methyl-1H-pyrazole-3-carboxylic acid FC1=CC=C(C=C1)C=1C(=NN(C1)C)C(=O)O